C(CC)(=S)NN thiopropionyl-hydrazine